C(C)(C)(C)OC(=O)N1C2C(C(CC1CC2)C2=CC=C(C=C2)OC)COC=2C=C1C(NCC1=CC2)=O (+/-)-endo-trans-3-(4-methoxyphenyl)-2-{[(3-oxoisoindolin-5-yl)oxy]methyl}-8-azabicyclo[3.2.1]octane-8-carboxylic acid tert-butyl ester